C(C1=CC=CC=C1)N1C[C@@H](CCC1)NC(C(C1=CC=CC=C1)C1=CC=CC=C1)=O (R)-N-(1-benzylpiperidin-3-yl)-2,2-diphenylacetamide